C(C1=CC=CC=C1)N1CC=2C(N=C3N(C2CC1)CCN3CC3=CC(=C(C=C3)Br)F)=O 7-benzyl-3-(4-bromo-3-fluorobenzyl)-2,3,6,7,8,9-hexahydroimidazo[1,2-a]pyrido[3,4-e]pyrimidin-5(1H)-one